C(C)NC(\C(=C\OC)\[C@@H]1[C@@H](CN2CCC3=C([C@@H]2C1)NC1=CC=CC(=C13)OC)CC)=O (E)-N-ethyl-2-((2S,3S,12bS)-3-ethyl-8-methoxy-1,2,3,4,6,7,12,12b-octahydroindolo[2,3-a]quinolizin-2-yl)-3-methoxyacrylamide